N-(3-(2-cyano-7-(methylamino)-1,6-naphthyridin-3-yl)-4-methylphenyl)-2-(trifluoromethyl)isonicotinamide C(#N)C1=NC2=CC(=NC=C2C=C1C=1C=C(C=CC1C)NC(C1=CC(=NC=C1)C(F)(F)F)=O)NC